BrC1=CC=CN2C(=C(C=C12)C#CCNC=1C(=NC(=CC1)C(=O)NC)C(=O)NC)SC(F)(F)F 3-[(3-{8-bromo-3-[(trifluoromethyl)sulfanyl]indolizin-2-yl}prop-2-yn-1-yl)amino]-N2,N6-dimethylpyridine-2,6-dicarboxamide